N[C@H]1CN(C[C@@H](C1)C)C(=O)OC(C)(C)C tert-butyl (3R,5R)-3-amino-5-methyl-piperidine-1-carboxylate